O1CCN(CC1)CC[C@H](CSC1=CC=CC=C1)NC1=C(C=C(C=C1)S(=O)(=O)N)S(=O)(=O)C(F)(F)F (R)-4-((4-morpholino-1-(phenylsulfanyl)butan-2-yl)amino)-3-((trifluoromethyl)sulfonyl)benzenesulfonamide